3-nitropyrazol [N+](=O)([O-])C1=NNC=C1